(S)-6-(1-amino-1,3-dihydro-spiro[inden-2,4'-piperidin]-1'-yl)-3-(1-(6-(2-hydroxyethyl)pyridin-3-yl)vinyl)-1,5-dihydro-4H-pyrazolo[3,4-d]pyrimidin-4-one N[C@@H]1C2=CC=CC=C2CC12CCN(CC2)C=2NC(C1=C(N2)NN=C1C(=C)C=1C=NC(=CC1)CCO)=O